1-(4-(4-((3-chloro-4-(pyridin-2-ylmethoxy)phenyl)amino)-7H-pyrrolo[2,3-d]pyrimidin-5-yl)-4-fluoropiperidin-1-yl)prop-2-en-1-one ClC=1C=C(C=CC1OCC1=NC=CC=C1)NC=1C2=C(N=CN1)NC=C2C2(CCN(CC2)C(C=C)=O)F